ClC=1C(=CC2=C(N=CN=C2N[C@H](C)C2=CC(=CC=C2)C([C@H](C)O)(F)F)N1)C1(CC1)C#N 1-(7-chloro-4-(((R)-1-(3-((S)-1,1-difluoro-2-hydroxypropyl)phenyl)ethyl)amino)pyrido[2,3-d]pyrimidin-6-yl)cyclopropane-1-carbonitrile